Succinyl diaminopimelate C1CC(=O)OC(=O)CCC(CCC(=O)OC1=O)(N)N